N1CC(CCC1)C=1N=C(SC1)NC(C)=O N-[4-(piperidin-3-yl)-1,3-thiazol-2-yl]acetamide